C(=O)C1=CC=C(C=C1)N1C(N(CC1)C1C(N(C(CC1)=O)C(=O)OC(C)(C)C)=O)=O tert-Butyl 3-(3-(4-formylphenyl)-2-oxoimidazolidin-1-yl)-2,6-dioxopiperidine-1-carboxylate